4-acetyl-6-chloro-3-ethoxy-2-(5-oxopyrrolidin-3-yl)benzonitrile C(C)(=O)C1=C(C(=C(C#N)C(=C1)Cl)C1CNC(C1)=O)OCC